ClC(COC(NC1=C(C=C(C=C1)OC1=CC=NC=2NC(CCC12)=O)C(F)(F)F)=O)(Cl)Cl.C[SiH2]O[SiH](C(CCC1CC2C(CC1)O2)(CCC2CC1C(CC2)O1)CCC1CC2C(CC1)O2)C methyl-(tris[2-(3,4-epoxycyclohexyl)ethyl]dimethylsiloxy)silane 2,2,2-trichloroethyl-N-[4-[(7-oxo-6,8-dihydro-5H-1,8-naphthyridin-4-yl)oxy]-2-(trifluoromethyl)phenyl]carbamate